4-((3'R,4'S,5'R)-6''-chloro-4'-(3-chloro-2-fluorophenyl)-1'-ethyl-2''-oxodispiro-[cyclohexane-1,2'-pyrrolidine-3',3''-indoline]-5'-carboxamido)bicyclo[2.2.2]octane-1-carboxylic acid ClC1=CC=C2[C@@]3(C(NC2=C1)=O)C1(N([C@H]([C@@H]3C3=C(C(=CC=C3)Cl)F)C(=O)NC32CCC(CC3)(CC2)C(=O)O)CC)CCCCC1